ClC=1C(=NC=C(C1)OCCOC)C=1C=NC=CC1 chloro-5-(2-methoxyethoxy)-[2,3'-bipyridine]